1-(2-Oxo-1,2-dihydropyrrolo[2,3,4-ij]isoquinolin-5-yl)-2-trifluoromethyl-1H-pyrrole-3-carboxylic acid O=C1NC=2C=CC=C3C(=CN=C1C23)N2C(=C(C=C2)C(=O)O)C(F)(F)F